C(C#C)[B] propargyl-boron